6'-(((1S,3S)-3-([1,2,4]triazolo[1,5-a]pyridin-2-ylamino)cyclopentyl)amino)-2H-[1,3'-bipyridyl]-2-one N=1C(=NN2C1C=CC=C2)N[C@@H]2C[C@H](CC2)NC2=CC=C(C=N2)N2C(C=CC=C2)=O